FC1=C(C=CC=C1C[C@H]1N(CC2(CC2)[C@H]1CS(=O)(=O)N)C(=O)[C@H]1OCC1)C1=CC=CC=C1 ((6R,7R)-6-((2-fluoro-[1,1'-biphenyl]-3-yl)methyl)-5-((S)-oxetan-2-carbonyl)-5-azaspiro[2.4]heptan-7-yl)methanesulfonamide